CC1=CC=C2C(=N1)CC1(CCNCC1)C2=O 2-methyl-spiro[cyclopenta[b]pyridin-6,4'-piperidin]-5(7H)-one